N-((1E,3E)-3-(benzylidene)prop-1-en-1-yl)aniline C(/C1=CC=CC=C1)=C\C=C\NC1=CC=CC=C1